N-((8-(methyl(3-(trifluoromethyl)phenyl)amino)imidazo[1,2-a]pyrazin-6-yl)methyl)acrylamide CN(C=1C=2N(C=C(N1)CNC(C=C)=O)C=CN2)C2=CC(=CC=C2)C(F)(F)F